1'-((5-(aminomethyl)-1-(3-fluoropropyl)-1H-benzo[d]imidazol-2-yl)methyl)-4',6'-difluorospiro[cyclopropane-1,3'-indol]-2'-one NCC1=CC2=C(N(C(=N2)CN2C(C3(C4=C(C=C(C=C24)F)F)CC3)=O)CCCF)C=C1